4-methyl-2-(methylsulfonyl)-6-((1-((2-(trimethylsilyl)ethoxy)methyl)-1H-indazol-4-yl)methyl)-4,6-dihydro-5H-thiazolo[5',4':4,5]pyrrolo[2,3-d]pyridazin-5-one CN1C2=C(C3=C1C(N(N=C3)CC3=C1C=NN(C1=CC=C3)COCC[Si](C)(C)C)=O)SC(=N2)S(=O)(=O)C